C(C)N1C=C(C2=C(C=CC=C12)CC1=CC=C(C=C1)C(F)(F)F)C(=O)O 1-ethyl-4-[[4-(trifluoromethyl)phenyl]methyl]indole-3-carboxylic acid